androsta-3,5-dien-17-one C[C@@]12C(CC[C@H]1[C@@H]1CC=C3C=CCC[C@]3(C)[C@H]1CC2)=O